4-(tert-Butyl) 2-Ethyl rac-(2S,4S,5S)-5-(4-Fluorophenyl)-4-methylpyrrolidine-2,4-dicarboxylate FC1=CC=C(C=C1)[C@H]1[C@](C[C@H](N1)C(=O)OCC)(C(=O)OC(C)(C)C)C |r|